[7,7-dimethyl-8-oxo-8-(4-pentylnonoxy)octyl] (2S,4S)-4-[3-(dimethylamino)propanoyloxy]-1-[7,7-dimethyl-8-oxo-8-(4-pentylnonoxy)octyl]pyrrolidine-2-carboxylate CN(CCC(=O)O[C@H]1C[C@H](N(C1)CCCCCCC(C(OCCCC(CCCCC)CCCCC)=O)(C)C)C(=O)OCCCCCCC(C(OCCCC(CCCCC)CCCCC)=O)(C)C)C